FC1=CC=C(C=C1)[C@@H]1N(CCC2=CC=CC=C12)C(=O)[O-] (1S)-1-(4-fluorophenyl)-3,4-dihydroisoquinoline-2(1H)-carboxylate